ClC=1C=C2[C@](C(N(C2=CC1)C1=CC=C(C=C1)CC(=O)O)=O)(C)C=1C=C2CCC(OC2=CC1)(C)C (S)-2-(4-(5-chloro-3-(2,2-dimethylchroman-6-yl)-3-methyl-2-oxoindolin-1-yl)phenyl)acetic acid